COCC1=NN(C=C1)CC1=CC=C2CCN(C(C2=C1)=O)C (methoxymethyl)-1-[(2-methyl-1-oxo-3,4-dihydroisoquinolin-7-yl)methyl]pyrazole